ClC1=CC=C(C=C1)C=1C=C(C(N(N1)C1=CC(=CC=C1)F)=O)C(=O)NC(CO)C#N 6-(4-chlorophenyl)-N-(1-cyano-2-hydroxyethyl)-2-(3-fluorophenyl)-3-oxo-2,3-dihydropyridazine-4-carboxamide